The molecule is a HETE anion that is the conjugate base of 16-HETE, arising from deprotonation of the carboxy group; major species at pH 7.3. It is a conjugate base of a 16-HETE. CCCCC(/C=C\\C/C=C\\C/C=C\\C/C=C\\CCCC(=O)[O-])O